FC=1C=C2C(COC(C2=CC1)C)=O 6-fluoro-1-methylisochroman-4-one